C1=C(C=CC=2OC3=C(C21)C=CC=C3)N(C=3C=CC(=C(C3)O)C3=CC=C(C2=CC=CC=C32)N(C3=CC=2C(C1=CC=CC=C1C2C=C3)(C)C)C3=CC2=C(OC1=C2C=CC=C1)C=C3)C3=CC=1C(C2=CC=CC=C2C1C=C3)(C)C 5-[2-Dibenzofuranyl(9,9-dimethyl-9H-fluoren-2-yl)amino]-2-[4-[2-dibenzofuranyl(9,9-dimethyl-9H-fluoren-2-yl)amino]-1-naphthalenyl]phenol